C1(OC=CO1)=O exo-vinylene carbonate